(4S,6R)-6-tert-butyl-N-(2-((R)-9-(pyridin-2-yl)-6-oxaspiro[4.5]decan-9-yl)ethyl)-5,6-dihydro-4H-pyrrolo[1,2-b]pyrazol-4-amine C(C)(C)(C)[C@H]1C[C@@H](C=2N1N=CC2)NCC[C@]2(CCOC1(CCCC1)C2)C2=NC=CC=C2